C(CC)OP(=O)(O)O propyldihydrogenphosphate